CC1=NC=C(C(=N1)C)OC[C@@]1([C@@H](C1)C(=O)NC1=NC=C(C=C1)F)C1=CC(=CC=C1)F (1R,2S)-2-(((2,4-dimethylpyrimidin-5-yl)oxy)methyl)-2-(3-fluorophenyl)-N-(5-fluoropyridine-2-yl)cyclopropanecarboxamide